2-(2-(((1R,2S)-2-hydroxycyclohexyl)amino)pyridin-4-yl)oxazole-4-carboxylic acid O[C@@H]1[C@@H](CCCC1)NC1=NC=CC(=C1)C=1OC=C(N1)C(=O)O